C(#N)C(C)(C)C=1C=C(C(=NC1)C(=NO)N)[S@](=O)CC 5-(1-cyano-1-methyl-ethyl)-3-[(R)-ethylsulfinyl]-N'-hydroxy-pyridine-2-carboxamidine